azaindolone N=1C(N=C2C=CC=CC12)=O